1-(difluorosulfomethyl)-3-methylimidazolium FC(N1C=[N+](C=C1)C)(S(=O)(=O)O)F